COC=1C=C(C(=O)NCC(=O)OC)C=CC1 methyl 2-[(3-methoxybenzoyl)amino]acetate